C1(CC1)C=1N=NN(C1)[C@H](C(=O)N1[C@@H](C[C@H](C1)O)C(=O)NCCNS(=O)(=O)C1=CN(C=C1)C)C(C)(C)C (2S,4R)-1-[(2S)-2-(4-cyclopropyltriazol-1-yl)-3,3-dimethyl-butanoyl]-4-hydroxy-N-[2-[(1-methylpyrrol-3-yl)sulfonylamino]ethyl]pyrrolidine-2-carboxamide